C12N(CC(CC1)CC2)CCNC(=O)C=2C=C(C(=NC2)C)NC(=O)C=2N=NN1C2C=CC(=C1)C1=CC(=NC=C1)N1CCOCC1 N-(5-((2-((1s,4s)-2-azabicyclo[2.2.2]octan-2-yl)ethyl)carbamoyl)-2-methylpyridin-3-yl)-6-(2-morpholinopyridin-4-yl)-[1,2,3]triazolo[1,5-a]pyridine-3-carboxamide